N-[5-[1-(2,6-dioxopiperidin-3-yl)-3-methyl-2-oxo-1,3-benzodiazol-5-yl]pent-4-yn-1-yl]-4-nitrobenzamide O=C1NC(CCC1N1C(N(C2=C1C=CC(=C2)C#CCCCNC(C2=CC=C(C=C2)[N+](=O)[O-])=O)C)=O)=O